Tert-Butyl 4-[6-(Difluoromethyl)-5-(1,5-Dimethyl-6-Oxo-3-Pyridyl)-2-Pyridyl]Piperazine-1-Carboxylate FC(C1=C(C=CC(=N1)N1CCN(CC1)C(=O)OC(C)(C)C)C1=CN(C(C(=C1)C)=O)C)F